ethyl 4-(hydroxymethyl)-1,3-thiazole-2-carboxylate OCC=1N=C(SC1)C(=O)OCC